CC=1C(=C(C(=C(C(=O)C2=CC(=CC=C2)C)C1)C1=CC=CC=C1)C)C trimethyl-3'-methyl-phenyl-benzophenone